6-[3-[[4-[2-(aminomethyl)-3,3-difluoro-allyl]-5-oxo-tetrazol-1-yl]methyl]phenyl]-1-methyl-3,4-dihydroquinolin-2-one trifluoroacetate FC(C(=O)O)(F)F.NCC(CN1N=NN(C1=O)CC=1C=C(C=CC1)C=1C=C2CCC(N(C2=CC1)C)=O)=C(F)F